acetyl-tyrosine C(C)(=O)N[C@@H](CC1=CC=C(C=C1)O)C(=O)O